C(C)(C)(C)N(C(O)=O)C1=CN(C2=C1C(N(C=C2)CC)=O)CC(F)(F)F.FC=2C=C(C=CC2)[SiH2]C2=CC(=CC=C2)F 1,1-bis(3-fluorophenyl)silane Tert-butyl-(5-ethyl-4-oxo-1-(2,2,2-trifluoroethyl)-4,5-dihydro-1H-pyrrolo[3,2-c]pyridin-3-yl)carbamate